4-(4-((5-Methoxy-7-methyl-1H-indol-4-yl)methyl)-1-methyl-7-(trifluoromethyl)-1,4-diazepan-5-yl)benzoic acid COC=1C(=C2C=CNC2=C(C1)C)CN1CCN(C(CC1C1=CC=C(C(=O)O)C=C1)C(F)(F)F)C